(R)-2,3-dimethyl-6-(2-(2-methylpyridin-4-yl)morpholino)-8-(6-(trifluoromethyl)pyridin-3-yl)pyrimido[5,4-d]pyrimidin-4(3H)-one CC=1N(C(C2=C(N1)C(=NC(=N2)N2C[C@H](OCC2)C2=CC(=NC=C2)C)C=2C=NC(=CC2)C(F)(F)F)=O)C